N1(CCCC2=CC=CC=C12)CCC(C=C)=C 1-(1,2,3,4-tetrahydro-1-quinolinyl)-3-methylenepent-4-ene